Alpha-cedrene oxide CC1CCC2C13CC(C2(C)C)C4(C(C3)O4)C